FC1=CC(=CC2=CN(N=C12)C)C=1SC2=C(N1)SC(=C2)N2CCC21CN(CCC1)C(=O)OC(C)(C)C tert-butyl 1-[2-(7-fluoro-2-methylindazol-5-yl)thieno[2,3-d][1,3]thiazol-5-yl]-1,6-diazaspiro[3.5]nonane-6-carboxylate